Iridium ferrocene [CH-]1C=CC=C1.[CH-]1C=CC=C1.[Fe+2].[Ir]